C1(CCCCC1)COC1=C(C(=C(C=C1)B(O)O)F)F 4-cyclohexylmethoxy-2,3-difluorophenylboronic acid